N1CC(C1)OC1=NC(=NC=C1F)Cl 4-(azetidin-3-yloxy)-2-chloro-5-fluoropyrimidine